N[C@H](C(=O)OC(CCCCCCC\C=C/CCCCCCCC)CCCCCCCC\C=C/CCCCCCCC)C(C)OC(C)(C)C (9Z,27Z)-hexatriaconta-9,27-dien-18-yl (2S)-2-amino-3-(tert-butoxy)butanoate